CN(CCCCCCO[Si](OC(CCSSCCCCCCCCCCCC)OCCCCCCCC\C=C/C\C=C/CCCCC)(C)C)CC#C N,8,8-trimethyl-10-(((9Z,12Z)-octadeca-9,12-dien-1-yl)oxy)-N-(prop-2-yn-1-yl)-7,9-dioxa-13,14-dithia-8-silahexacosan-1-amine